(R)-5-(1-(3,5-bis(trifluoromethyl)phenyl)ethoxy)-3-(1-(difluoromethyl)-1H-pyrazol-4-yl)pyrazolo[1,5-a]pyrimidine FC(C=1C=C(C=C(C1)C(F)(F)F)[C@@H](C)OC1=NC=2N(C=C1)N=CC2C=2C=NN(C2)C(F)F)(F)F